monotridecylglycerol C(CCCCCCCCCCCC)C(CO)(O)CO